1,4-dimethoxy-2,3-anthracenedimethylamine COC1=C(C(=C(C2=CC3=CC=CC=C3C=C12)OC)CN)CN